BrC=1C=C(C=CC1)C1=NOC(=C1)CNC(N([C@H]1CN(CCC1)C1=NC=CC(=N1)O)C1CC1)=O 3-{[3-(3-bromophenyl)-1,2-oxazol-5-yl]methyl}-1-cyclopropyl-1-[(3R)-1-(4-hydroxypyrimidin-2-yl)piperidin-3-yl]urea